BrC=1C(=NC(=CC1)C(N[C@@H]1CN(CCC1)C(=O)OC(C)(C)C)=O)C(=O)OC methyl (S)-3-bromo-6-((1-(tert-butoxycarbonyl)piperidin-3-yl)carbamoyl)picolinate